[Na].[Ni] nickel-sodium salt